N1=CC=CC2=CC=CC(=C12)S(=O)(=O)C1=CC=C(C=C1)CN1C=C2C(C=C1)=CCS2 N-{[4-(quinoline-8-sulfonyl)phenyl]methyl}thieno[2,3-c]pyridine